P(OCCCSC1=CC=C(C=C1)C)(OCCCSC1=CC=C(C=C1)C)OCCCSC1=CC=C(C=C1)C tris(cresylthiopropyl) phosphite